BrC=1N=C(C(=NC1)SC1=C(C(=CC=C1)Cl)Cl)OCC1=CC=C(C=C1)OC bromo-2-((2,3-dichlorophenyl)thio)-3-((4-methoxybenzyl)oxy)pyrazine